1-(2-Ethoxyethyl)-1-methyl-2-(3-pyridinyl)pyrrolidinium bromide [Br-].C(C)OCC[N+]1(C(CCC1)C=1C=NC=CC1)C